ClC1=CC=C(C(=C1N1CC(NS1(=O)=O)=O)F)C1=CC(=NN1)C1CC1 5-(6-chloro-3-(3-cyclopropyl-1H-pyrazol-5-yl)-2-fluorophenyl)-1,2,5-thiadiazolidin-3-one 1,1-dioxide